BrC1=C(C=CC(=C1C)OC)C 2-bromo-4-methoxy-1,3-dimethylbenzene